ethyl 5-ethoxy-2-[(1-tetrahydropyran-2-yloxycyclopropyl)methyl]pyrazole-3-carboxylate C(C)OC=1C=C(N(N1)CC1(CC1)OC1OCCCC1)C(=O)OCC